CS(=O)(=O)OCC1=CC=C(OCCN2C=CC3=CC=C(C=C23)C(=O)OC)C=C1 methyl 1-(2-(4-(((methylsulfonyl)oxy)methyl)phenoxy)ethyl)-1H-indole-6-carboxylate